2-[1-[2-chloro-4-[(2,6-dioxo-3-piperidyl)amino]phenyl]-4-hydroxy-4-piperidyl]acetic acid hydrochloride Cl.ClC1=C(C=CC(=C1)NC1C(NC(CC1)=O)=O)N1CCC(CC1)(O)CC(=O)O